1,3-bis(hydroxy-methyl)-5,5-dimethylimidazolidine-2,4-dione OCN1C(N(C(C1(C)C)=O)CO)=O